FC1=C(C=CC(=C1)[C@@H]1NCCC1)C=1N=C2SC3=C(N2C1C)C=CC(=C3)C(=O)NCCCN3CCC(CC3)F (R)-2-(2-fluoro-4-(pyrrolidin-2-yl)phenyl)-N-(3-(4-fluoropiperidin-1-yl)propyl)-3-methylbenzo[d]imidazo[2,1-b]thiazole-7-carboxamide